biotin thiophosphonate P(O)(O)=S.OC(=O)CCCC[C@@H]1SC[C@@H]2NC(=O)N[C@H]12